tert-butyl (1S,4S)-5-(4-hydroxypyrido[3,2-d]pyrimidin-6-yl)-2,5-diazabicyclo[2.2.1]heptane-2-carboxylate OC=1C2=C(N=CN1)C=CC(=N2)N2[C@@H]1CN([C@H](C2)C1)C(=O)OC(C)(C)C